N1=CC(=CC=C1)C1=NC=C(C=N1)OC1CNCC1 3-((2-(pyridin-3-yl)pyrimidin-5-yl)oxy)pyrrolidin